C(CCC)C(C(N(C([O-])=O)CCCO)(CCCC)CCCC)(C1=CC(=CC=C1)OC1=CC=CC=C1)CCCC tetrAbutyl-(3-hydroxypropyl)(3-phenoxyphenethyl)carbamate